benzyl ({(1r,4r)-4-[5-(hydrazinecarbonyl)-2-(trifluoromethyl)anilino]cyclohexyl}methyl)carbamate N(N)C(=O)C=1C=CC(=C(NC2CCC(CC2)CNC(OCC2=CC=CC=C2)=O)C1)C(F)(F)F